4-(4-(2-(3-(but-3-yn-1-yl)-3H-diazirin-3-yl)ethyl)piperazin-1-yl)-N-(4-(2-chlorophenyl)thiazol-2-yl)benzamide hemiformate C(=O)O.C(CC#C)C1(N=N1)CCN1CCN(CC1)C1=CC=C(C(=O)NC=2SC=C(N2)C2=C(C=CC=C2)Cl)C=C1.C(CC#C)C1(N=N1)CCN1CCN(CC1)C1=CC=C(C(=O)NC=2SC=C(N2)C2=C(C=CC=C2)Cl)C=C1